2-amino-5-chloro-3-((3-((3R,5R)-5-(4-fluorophenyl)tetrahydro-furan-3-yl)-1,2,4-oxadiazol-5-yl)methyl)pyrazolo[5,1-f][1,2,4]triazin-4(3H)-one NC1=NN2C(C(N1CC1=NC(=NO1)[C@@H]1CO[C@H](C1)C1=CC=C(C=C1)F)=O)=C(C=N2)Cl